O[C@@H]1CC[C@H](CC1)NC1=C(C(=C(C=C1)C1(NNC(=C1)C(=O)N)C(F)(F)F)C)C1=CC=CC=C1 3-((((trans)-4-hydroxycyclohexyl)amino)(phenyl)(methyl)phenyl)-3-(trifluoromethyl)-1H-pyrazole-5-carboxamide